FC1=CC=C(C=C1)C=1C(C(=CN(C1)C(C)C)C(=O)NC1=NC=C(C=C1)OC1=CC=NC2=CN=C(C=C12)C1CCN(CC1)C)=O 5-(4-fluorophenyl)-1-isopropyl-N-[5-[[6-(1-methyl-4-piperidyl)-1,7-naphthyridin-4-yl]oxy]-2-pyridyl]-4-oxo-pyridine-3-carboxamide